C1(=CC=C(C=C1)C1=C(C=2C3(C4=CC=CC=C4C2C(=C1)N)C1=CC=CC=C1C=1C=CC=CC13)C1=CC=C(C=C1)C1=CC=CC=C1)C1=CC=CC=C1 bis(biphenyl-4-yl)-9,9'-spirobi[9H-fluoren]-4-amine